platinum-rhenium [Re].[Pt]